[Na+].CC1=C(C(=CC(=C1)C)C)S(=O)[O-] 2,4,6-trimethylbenzenesulfinic acid sodium salt